(R)-1-(5-((2-fluorobenzyl)oxy)-1H-indol-1-yl)propan-2-amine FC1=C(COC=2C=C3C=CN(C3=CC2)C[C@@H](C)N)C=CC=C1